CNC(CCC(=O)NC)=O N1,N4-dimethylsuccinamide